Chloro(bromo)styrene ClC(=CC1=CC=CC=C1)Br